C(CC1=CC=CC=C1)N1CCC(CC1)N(C(=O)C=1OC=CC1)C1=C(C=CC=C1)C(C)C N-(1-phenethylpiperidin-4-yl)-N-(2-isopropylphenyl)furan-2-carboxamide